C(CCS(=O)(=O)[O-])S(=O)(=O)[O-].[Na+].[Na+] sodium propanedisulfonate